BrC=1C(=CC(=C(C1)NC(=O)C1=NC=CC(=C1)C(F)(F)F)Cl)C N-(5-bromo-2-chloro-4-methylphenyl)-4-(trifluoromethyl)pyridineamide